[3-(methylsulfinylsulfonyl)pyrrolidin-1-yl]methanone CS(=O)S(=O)(=O)C1CN(CC1)C=O